ClC1=CC2=C(N(C(N=C2N2[C@H](CN(CC2)C(C=C)=O)C)=O)C2NCCNC2C(C)(C)C)N=C1C1=C(C=CC=C1O)F 6-chloro-7-(2-fluoro-6-hydroxyphenyl)-1-(3-(2-methyl-2-propanyl)-2-piperazinyl)-4-((2S)-2-methyl-4-(2-propenoyl)-1-piperazinyl)pyrido[2,3-d]pyrimidin-2(1H)-one